2-oxo-2-(((2'-(trifluoromethyl)-[1,1'-biphenyl]-4-yl)methyl)amino)acetic acid O=C(C(=O)O)NCC1=CC=C(C=C1)C1=C(C=CC=C1)C(F)(F)F